O=C(CNC(=O)C1=CC=CC2=CC=CC=C12)NC1=C(C=CC=C1)S(=O)(=O)C1=CC=CC=C1 N-(2-oxo-2-((2-(phenylsulfonyl)phenyl)amino)ethyl)-1-naphthamide